ICC(=O)NC1=CC=C(C=C1)C(F)(F)F 2-iodo-N-(4-(trifluoromethyl)phenyl)acetamide